tert-butyl N-[(3R)-1-{2-[1-(cyclopropylmethyl)-1H-pyrrolo[2,3-b]pyridin-2-yl]-7-methanesulfonyl-1-methyl-1H-1,3-benzodiazole-5-carbonyl} piperidin-3-yl]carbamate C1(CC1)CN1C(=CC=2C1=NC=CC2)C2=NC1=C(N2C)C(=CC(=C1)C(=O)N1C[C@@H](CCC1)NC(OC(C)(C)C)=O)S(=O)(=O)C